C(CCC)C1(CS(C2=C(N(C1)C1=CC=CC=C1)C=C(C(=C2)OC[C@H](C(=O)O)OC)SC)(=O)=O)CCCC |r| racemic-3-((3,3-dibutyl-7-(methylsulfanyl)-1,1-dioxo-5-phenyl-2,3,4,5-tetrahydro-1,5-benzothiazepin-8-yl)oxy)-2-methoxypropionic acid